4-(but-3-enyl)phenyldimethyl(vinyl)silane C(CC=C)C1=CC=C(C=C1)[Si](C=C)(C)C